P(=S)(OCCCN)(OCCN)[O-] aminopropyl aminoethyl thiophosphate